(1R)-1-pyridin-2-ylethyl 4-[6-(1-methyl-1H-pyrazol-4-yl)pyrazolo[1,5-a]pyridin-3-yl]piperazine-1-carboxylate CN1N=CC(=C1)C=1C=CC=2N(C1)N=CC2N2CCN(CC2)C(=O)O[C@H](C)C2=NC=CC=C2